4'-(2-hydroxy-ethyloxy)chalcone OCCOC1=CC=C(C(/C=C/C2=CC=CC=C2)=O)C=C1